2-Tridecen CC=CCCCCCCCCCC